2,5-difluoro-4-((2-(1-methyl-1H-pyrazol-4-yl)pyridin-4-yl)oxy)aniline FC1=C(N)C=C(C(=C1)OC1=CC(=NC=C1)C=1C=NN(C1)C)F